C1(=CC(=CC=C1)C1=NC(=NC=C1Cl)N[C@@H]1CN(CCC1)C(CBr)=O)C1=CC=CC=C1 (S)-1-(3-((4-([1,1'-biphenyl]-3-yl)-5-chloropyrimidin-2-yl)amino)piperidin-1-yl)-2-bromoethan-1-one